2-(4-bromo-2,6-dimethylphenyl)-6-chloro-2,5-dihydro-4H-pyrazolo[3,4-d]pyrimidin-4-one BrC1=CC(=C(C(=C1)C)N1N=C2N=C(NC(C2=C1)=O)Cl)C